5-(benzyloxy)-6-bromo-8-methyl-2-(3-methyl-1-benzofuran-2-yl)quinoline-4-carboxylic acid C(C1=CC=CC=C1)OC1=C2C(=CC(=NC2=C(C=C1Br)C)C=1OC2=C(C1C)C=CC=C2)C(=O)O